OC=1C=C(C=CC1O)C(CNC)O 1-(3,4-dihydroxyphenyl)-2-(methylamino)ethanol